1-(2-(trifluoromethyl)phenyl)-9H-carbazole FC(C1=C(C=CC=C1)C1=CC=CC=2C3=CC=CC=C3NC12)(F)F